2-(3-carboxymethylphenyl)-4-[[phenylmethylsulfonyl]oxy]-5-amino-3(2H)-furanone C(=O)(O)CC=1C=C(C=CC1)C1OC(=C(C1=O)OS(=O)(=O)CC1=CC=CC=C1)N